[Cl-].[Cl-].[Cl-].[Cl-].C=1(C(=CC=CC1)C=1C(=CC=CC1)O)O biphenol tetrachloride